C(C)C1OCCN(C1)CCNC(C1=CN=C(C(=C1)NC1=NN(C=2C=3N(N=CC21)C=C(C3)C=3C=NN(C3)C)C)C)=O N-(2-(2-ethylmorpholino)ethyl)-6-methyl-5-((1-methyl-8-(1-methyl-1H-pyrazol-4-yl)-1H-pyrazolo[3,4-d]pyrrolo[1,2-b]pyridazin-3-yl)amino)nicotinamide